N1(CCNCC1)C(=O)C1=CC=C(C=C1)C=1C=NC=C(C(=O)NC2=CC=C(C=C2)OC)C1 5-(4-(piperazine-1-carbonyl)phenyl)-N-(4-methoxyphenyl)nicotinamide